Cl.NCC1CCN(CC1)C1=CC=C(C=C1)C(=C(CC)C1=CC=CC=C1)C1=CC=C(C=C1)O 4-(1-(4-(4-(aminomethyl)piperidin-1-yl)phenyl)-2-phenylbut-1-en-1-yl)phenol hydrochloride